2,2-dimethyl-4-(7-Methoxy-1-methyl-β-carbolin-9-yl)butyric acid methyl ester COC(C(CCN1C2=CC(=CC=C2C=2C=CN=C(C12)C)OC)(C)C)=O